ClC1=C(C=CC=C1B1OC(C(O1)(C)C)(C)C)C1=NC(=C(C=O)C(=C1)C)OC(F)F 6-(2-chloro-3-(4,4,5,5-tetramethyl-1,3,2-dioxaborolan-2-yl)phenyl)-2-(difluoroMethoxy)-4-methyl-nicotinaldehyde